Cl[Si]1(C[SiH2]C1)Cl 1,1-dichloro-1,3-disilacyclobutane